(R)-5-(1-(3,5-Dichloropyridin-4-yl)ethoxy)-6-methoxy-1-tosyl-1H-indazole ClC=1C=NC=C(C1[C@@H](C)OC=1C=C2C=NN(C2=CC1OC)S(=O)(=O)C1=CC=C(C)C=C1)Cl